[Si](C)(C)(C(C)(C)C)O[C@@H]1C(\C(\C[C@H](C1)O[Si](C)(C)C(C)(C)C)=C/CP(C1=CC=CC=C1)(C1=CC=CC=C1)=O)=C ((Z)-2-((3S,5R)-3,5-bis((tert-butyldimethylsilyl)oxy)-2-methylenecyclohexylidene)ethyl)diphenylphosphine oxide